Oxycodone 2-[2-(2-methoxyethoxy)ethoxy]acetic acid salt COCCOCCOCC(=O)O.C1=CC(OC)=C2C=3[C@@]45[C@@H](O2)C(=O)CC[C@@]4(O)[C@@H](CC13)N(C)CC5